(2R,5S)-tert-butyl 5-(4-chlorobenzyl)-2-((methylsulfonyl)methyl)morpholine-4-carboxylate ClC1=CC=C(C[C@H]2CO[C@H](CN2C(=O)OC(C)(C)C)CS(=O)(=O)C)C=C1